C1(CCCC1)C1=CC(=NN1)NC1=CC=NC=C1N 4-(5-cyclopentan-ylpyrazol-3-yl)amino-5-aminopyridine